OC1=C(C=CC=C1)C=1NC=2C(=C3C=CC=NC3=C3N=CC=CC23)N1 2-hydroxyphenyl-imidazo[4,5-f]Phenanthroline